C1(CC1)C=1N=C(SC1)C(CNC(=O)C=1SC(=NN1)C1=NC=C(C=C1F)F)(C)C=1C=NN(C1)C N-[2-(4-cyclopropylthiazol-2-yl)-2-(1-methylpyrazol-4-yl)propyl]-5-(3,5-difluoro-2-pyridyl)-1,3,4-thiadiazole-2-carboxamide